propioloyl chloride C(C#C)(=O)Cl